C(C)(C)C1=C(C(=NC=C1)C)N 4-isopropyl-2-methylpyridin-3-amine